(R)-N-[(1R)-2-[(tert-butyldimethylsilyl)oxy]-1-(2-ethyl-3,6-dimethyl-4-oxo-3,4-dihydroquinazolin-8-yl)ethyl]-2-methylpropane-2-sulfinamide [Si](C)(C)(C(C)(C)C)OC[C@@H](C=1C=C(C=C2C(N(C(=NC12)CC)C)=O)C)N[S@](=O)C(C)(C)C